(5R,8S)-N-(3-cyano-4-(trifluoromethyl)phenyl)-1-fluoro-6,7,8,9-tetrahydro-5H-5,8-epiminocyclohepta[c]pyridine-10-carboxamide C(#N)C=1C=C(C=CC1C(F)(F)F)NC(=O)N1[C@@H]2CC[C@H]1CC=1C(=NC=CC12)F